3-cyclopentylpropanoic acid C1(CCCC1)CCC(=O)O